NC=1N=NC(=CC1NCCC1=CC=C(C(=O)OC)C=C1)C1=C(C=CC=C1)O methyl 4-(2-((3-amino-6-(2-hydroxyphenyl)pyridazin-4-yl)amino)ethyl)benzoate